[N+](#[C-])C(C1=CC2=C(OCO2)C=C1)S(=O)(=O)C1=CC=C(C)C=C1 5-[ISOCYANO-(TOLUENE-4-SULFONYL)-METHYL]-BENZO[1,3]DIOXOLE